methyl (S)-5-((4-chlorobenzyl)oxy)-2-(6-fluorobenzo[d]oxazol-2-yl)-6-methoxy-1,2,3,4-tetrahydroisoquinoline-3-carboxylate ClC1=CC=C(COC2=C3C[C@H](N(CC3=CC=C2OC)C=2OC3=C(N2)C=CC(=C3)F)C(=O)OC)C=C1